The molecule is a dipeptide formed from L-methionine and L-tyrosine residues. It has a role as a metabolite. It derives from a L-methionine and a L-tyrosine. CSCC[C@@H](C(=O)N[C@@H](CC1=CC=C(C=C1)O)C(=O)O)N